4-ethoxymethyl-11,11-dimethyl-8-methylenebicyclo[7.2.0]undec-4-ene C(C)OCC=1CCC2C(CC2C(CCC1)=C)(C)C